3-(Benzyloxy)-11-hydroxy-6-methyl-6,11-dihydrodibenzo[c,f][1,2]thiazepine 5,5-dioxide C(C1=CC=CC=C1)OC1=CC2=C(C(C3=C(N(S2(=O)=O)C)C=CC=C3)O)C=C1